CC1=CC=C2C(=CC(OC2=C1)=O)CC(N1C(C=2NC3=CC=CC=C3C2CC1)C1=NC=CC=C1)=O 7-methyl-4-{2-oxo-2-[1-(pyridin-2-yl)-1H,2H,3H,4H,9H-pyrido[3,4-b]indol-2-yl]ethyl}-2H-chromen-2-one